CN1N=C(C(=C1NC(=O)N[C@@H]1CN(C[C@H]1C1=CC=CC=C1)CCOC)C1=CC=CC=C1)C 1-(1,3-dimethyl-4-phenyl-1H-pyrazol-5-yl)-3-(trans-1-(2-methoxyethyl)-4-phenylpyrrolidin-3-yl)urea